C(C1=CC=CC=C1)[S-].[Na+] sodium α-toluenethiolate